CN(C(CNC(=O)N1CC2=CC=C(C=C2C1)F)C1=CC=C(C=C1)OC)C N-(2-(dimethylamino)-2-(4-methoxyphenyl)ethyl)-5-fluoroisoindoline-2-carboxylic acid amide